FC(C)(F)C1=C(O[C@H](C(=O)OC)C)C=CC(=C1)C#C methyl (2S)-2-[2-(1,1-difluoroethyl)-4-ethynylphenoxy]propanoate